C(C)C1=C(C=CC=C1)C1=CC(=C(C=C1)N1C[C@H](CC1)OC1=NC=C(C=C1)C(F)(F)F)CO (S)-(2'-Ethyl-4-(3-(5-(trifluoromethyl)pyridin-2-yloxy)pyrrolidin-1-yl)biphenyl-3-yl)methanol